N1(CCC1)C1=NC=C(C(=O)NC2=C(C=CC(=C2)C(=O)N2CCC(CC2)(F)C2=CC=C(C=C2)C#N)OC)C=C1 6-(azetidin-1-yl)-N-(5-(4-(4-cyanophenyl)-4-fluoropiperidine-1-carbonyl)-2-methoxyphenyl)nicotinamide